acryloyloxymethyl-1,4,6-trioxaspiro[4.6]undecane C(C=C)(=O)OCC1OC2(OC1)OCCCCC2